ClC=1C=C(C=CC1)[C@@H]1CN(C2(CC2)[C@@H]1C#N)C(=O)OC(C)(C)C tert-Butyl (6R,7R)-6-(3-chlorophenyl)-7-cyano-4-azaspiro[2.4]heptane-4-carboxylate